bis(8-(heptadecan-9-yloxy)-8-oxooctyl) 2,3-bis(((3-(piperidin-1-yl)propyl)-carbamoyl)oxy)succinate N1(CCCCC1)CCCNC(=O)OC(C(=O)OCCCCCCCC(=O)OC(CCCCCCCC)CCCCCCCC)C(C(=O)OCCCCCCCC(=O)OC(CCCCCCCC)CCCCCCCC)OC(NCCCN1CCCCC1)=O